1,3-bis(2,6-diisopropylphenyl)-2,2-difluoroimidazoline C(C)(C)C1=C(C(=CC=C1)C(C)C)N1C(N(CC1)C1=C(C=CC=C1C(C)C)C(C)C)(F)F